CN1C(=CC2=CC(=CC=C12)C=1C=NC=C(C1)OC)C1=CC(=NC=C1)C 1-methyl-5-(5-methoxypyridin-3-yl)-2-(2-methylpyridin-4-yl)-1H-indole